N-(5-cyano-1H-indol-3-yl)-6-(3,6-dihydro-2H-pyran-4-yl)-5-fluoro-1-(oxetan-3-yl)indole-3-carboxamide C(#N)C=1C=C2C(=CNC2=CC1)NC(=O)C1=CN(C2=CC(=C(C=C12)F)C=1CCOCC1)C1COC1